p-(2,2-dimethoxyethoxy)anisole COC1=CC=C(C=C1)OCC(OC)OC